FC(C=1C=C(C=CC1)C=1C(=CC=CC1N1CC(C1)OC1=CC=C(C=C1)CO)C(=O)O)(F)F 3'-(trifluoromethyl)-6-(3-(4-(hydroxymethyl)phenoxy)azetidin-1-yl)-[1,1'-biphenyl]-2-formic acid